CC=1C=C(C(=O)OC2=CC(=CC(=C2)C=NCCC2=CC=CC=C2)Cl)C=CC1 3-chloro-5-((phenethyl-imino)methyl)phenyl 3-methylbenzoate